2-((3-chloro-4-(4-methylpiperazin-1-yl)phenyl)amino)-4-(cyclopropylamino)-N-(2,6-dimethylphenyl)pyrimidine-5-carboxamide ClC=1C=C(C=CC1N1CCN(CC1)C)NC1=NC=C(C(=N1)NC1CC1)C(=O)NC1=C(C=CC=C1C)C